FC1=CC2=C(N(CC3=C(CCO2)C=CC=C3)C(=O)[O-])N=C1NN fluoro-2-hydrazino-7,12-dihydro-6H-pyrido[2,3-c][5,2]benzoxazonine-13-carboxylate